C12(CC3CC(CC(C1)C3)C2)N[C@@H](C)C(=O)O 1-adamantylalanine